COCC1N(CCC1)C=1OC2=C(N1)C=C(C=C2)NC(=O)C=2C=CC1=C(CCO1)C2 2,3-dihydro-benzofuran-5-carboxylic acid [2-(2-methoxymethyl-pyrrolidin-1-yl)-benzooxazol-5-yl]-amide